BrC1=C(CN(S(=O)(=O)C2=CC=C(C=C2)NC(=O)C2C(C2)C2=CC=NC=C2)CC2=CC=C(C=C2)F)C(=CC=C1)Br N-(4-(N-(2,6-dibromobenzyl)-N-(4-fluorobenzyl)sulfamoyl)phenyl)-2-(pyridin-4-yl)cyclopropane-1-carboxamide